(2-imidazol-1-yl-4-methoxy-pyrimidin-5-yl)-5-methyl-3-phenyl-isoxazole-4-carboxamide N1(C=NC=C1)C1=NC=C(C(=N1)OC)NC(=O)C=1C(=NOC1C)C1=CC=CC=C1